4-chloro-2-trifluoroacetyl-N-pivaloyl-aniline hydrate hydrochloride Cl.O.ClC1=CC(=C(NC(C(C)(C)C)=O)C=C1)C(C(F)(F)F)=O